N-((S)-1-((S)-6-amino-1-((R)-3-methylpiperazin-1-yl)-1-oxohex-2-ylamino)-1-oxo-3-phenylpropan-2-yl)benzamide TFA salt OC(=O)C(F)(F)F.NCCCC[C@@H](C(=O)N1C[C@H](NCC1)C)NC([C@H](CC1=CC=CC=C1)NC(C1=CC=CC=C1)=O)=O